4-Amino-3,4-dihydro-1H-isoquinoline-2-carboxylic acid tert-butyl ester C(C)(C)(C)OC(=O)N1CC2=CC=CC=C2C(C1)N